acryloyloxydecyltrifluorosilane C(C=C)(=O)OCCCCCCCCCC[Si](F)(F)F